4-cyclopentyl-N5-(oxetan-3-yl)-2-pyrimidin-5-ylpyrimidine-4,5-diamine C1(CCCC1)C1(NC(=NC=C1NC1COC1)C=1C=NC=NC1)N